[OH-].CCCCCCCC Octane hydroxide